FC1(CC1)C1=NN(C=C1)C=1C=CC(=C(O\C(\C(=O)[O-])=C/OC)C1)C (Z)-2-[5-[3-(1-fluorocyclopropyl) pyrazol-1-yl]-2-methyl-phenoxy]-3-methoxy-prop-2-enoate